CN1C(=NC2=C(N=C(N=C2C2=CC=C(C#N)C=C2)N2CC(OC(C2)C=2C=NN(C2)C)C)C1=O)C(F)(F)F 4-(7-methyl-2-(2-methyl-6-(1-methyl-1H-pyrazol-4-yl)morpholino)-8-oxo-6-(trifluoromethyl)-7,8-dihydropyrimido[5,4-d]pyrimidin-4-yl)benzonitrile